2-(((1r,4r)-4-((5-([1,2,4]triazolo[1,5-a]pyridin-6-yl)-7H-pyrrolo[2,3-d]pyrimidin-2-yl)amino)cyclohexyl)oxy)ethan-1-ol N=1C=NN2C1C=CC(=C2)C2=CNC=1N=C(N=CC12)NC1CCC(CC1)OCCO